C[C@@H]1COCCN1C1=CC(=C2C(=N1)C(=NS2)C2=CC=NN2)C2(CCCC2)C#N (R)-1-(5-(3-methylmorpholino)-3-(1H-pyrazol-5-yl)isothiazolo[4,5-b]pyridin-7-yl)cyclopentane-1-carbonitrile